6-(2-(4-cyclopropyl-1H-pyrazol-1-yl)cyclobutyl)-4-oxo-1-((S)-1-(6-(trifluoromethyl)pyridin-3-yl)ethyl)-4,5-dihydro-1H-pyrazolo[3,4-d]pyrimidine-3-carbonitrile C1(CC1)C=1C=NN(C1)C1C(CC1)C=1NC(C2=C(N1)N(N=C2C#N)[C@@H](C)C=2C=NC(=CC2)C(F)(F)F)=O